O=C1NC(CC[C@H]1N(C=1C=C(C=CC1)N1CCN(CC1)CC(=O)O)C)=O 2-[4-[3-[[(3R)-2,6-dioxo-3-piperidyl]-methyl-amino]phenyl]piperazin-1-yl]acetic acid